5-(4-fluorophenyl)quinolin-8-amine FC1=CC=C(C=C1)C1=C2C=CC=NC2=C(C=C1)N